(-)-Linalool C=C[C@@](C)(O)CC=C(C)C